1-(bicyclo[1.1.1]pentan-1-yl)-4-((6-chloropyridazin-3-yl)methyl)piperazine-2,3-dione C12(CC(C1)C2)N2C(C(N(CC2)CC=2N=NC(=CC2)Cl)=O)=O